FC=1C=CC2=C(N(C(N2)=O)C=2C=NC(=CC2)NC)C1 6-fluoro-1-(6-(methylamino)pyridin-3-yl)-1H-benzo[d]imidazol-2(3H)-one